4-(4-(chloromethyl)benzyl)morpholine ClCC1=CC=C(CN2CCOCC2)C=C1